MONO-AMMONIUM CITRACONATE C(\C(\C)=C/C(=O)O)(=O)[O-].[NH4+]